C(C)(C)(C)C1=NN(C(=C1)NC(OC1=CC=CC=C1)=O)C1CCN(CC1)C phenyl (3-(tert-butyl)-1-(1-methylpiperidin-4-yl)-1H-pyrazol-5-yl)carbamate